3-methylbutan-1-ol isopentyl-acetate C(CC(C)C)CC(=O)OCCC(C)C